4-((3,3-dibromo-6-methoxy-2-oxo-7-phenyl-2,3-dihydro-1H-pyrrolo[3,2-c]pyridin-1-yl)methyl)-3,5-difluorobenzenesulfonamide BrC1(C(N(C2=C1C=NC(=C2C2=CC=CC=C2)OC)CC2=C(C=C(C=C2F)S(=O)(=O)N)F)=O)Br